C(C=CC=CCCC)=O 2,4-octadien-1-al